(2-(2-((2-(2-chlorophenyl)-2,2-difluoroethyl)amino)-2-oxoethoxy)phenyl)phosphonic acid ClC1=C(C=CC=C1)C(CNC(COC1=C(C=CC=C1)P(O)(O)=O)=O)(F)F